(S)-(4-(5,7-difluorobenzo[d]oxazol-2-yl)-6,7-dihydro-1H-imidazo[4,5-c]pyridin-5(4H)-yl)(3-(difluoromethyl)-1-methyl-1H-1,2,4-triazol-5-yl)methanone FC=1C=C(C2=C(N=C(O2)[C@H]2N(CCC3=C2N=CN3)C(=O)C3=NC(=NN3C)C(F)F)C1)F